C(C)(C)(C)OC(=O)N1[C@@H](CCCCC1)C=C.OC1(CC(C1)C(=O)N1CC2(C1)CCC(CC2)(C2=CC(=CC=C2)C(C)C)O)C ((1s,3s)-3-hydroxy-3-methylcyclobutyl)(7-hydroxy-7-(3-isopropylphenyl)-2-azaspiro[3.5]non-2-yl)methanone tert-Butyl-(S)-2-vinylazepane-1-carboxylate